C(C)(C)(C)OC(=O)N(C1=CC(=C(C=C1)C1=CC(=NN1)NC1=NC=C(N=C1)C#N)OC)CC1CCN(CC1)C(=O)OC(C)(C)C tert-Butyl 4-[[N-tert-butoxycarbonyl-4-[3-[(5-cyanopyrazin-2-yl)amino]-1H-pyrazol-5-yl]-3-methoxy-anilino]methyl]piperidine-1-carboxylate